C(C(=C)C)(=O)OCCC[Si](OCC)(OCC)OCC (methacryloyloxy)propyltriethoxysilane